2-deoxy-2-(3-methyl-3-nitrosoureido)-D-glucopyranose CN(C(N[C@H]1C(O)O[C@@H]([C@H]([C@@H]1O)O)CO)=O)N=O